BrC=1C(=CC=2N(C1)C(NC2)=S)OC2=C(C=C(C=C2)F)F 6-bromo-7-(2,4-difluorophenoxy)imidazo[1,5-a]pyridine-3(2H)-thione